S(=O)(=O)([O-])OOS(=O)(=O)[O-].[NH4+].CC(C)(CCC(C)(OOC(C)(C)C)C)OOC(C)(C)C.[NH4+] 2,5-Dimethyl-2,5-di(tert-butylperoxy)hexane Ammonium persulpHate